C(=O)(OC(C)(C)C)N1CCC(=CC1)C=O 1-Boc-4-formyl-3,6-dihydro-2H-pyridine